(7S)-3-(Benzofuran-7-yl)-2,7-dimethyl-5,7-dihydro-4H-pyrazolo[3,4-c]pyridin O1C=CC2=C1C(=CC=C2)C=2N(N=C1[C@@H](NCCC12)C)C